C(C=C)(=O)OCCCCCCOC1=CC=C(C=C1)C1=CC=C(C=C1)OCCCCCCOC(C=C)=O 4,4'-di[6-(acryloyloxy)hexyloxy]biphenyl